C(CCCCCCCCCCCCCCCCCCCCCCCCCCCCC)(=O)OCCCCCCCCCCCCCCCCCCCCCCCCCCCCCCCC dotriacontan-1-yl melissate